C[Si]([Si](C)(F)F)(F)F 1,2-Dimethyltetrafluorodisilane